5-[(6R)-6-(1-cyclopropylpyrazol-4-yl)-3,6-dihydro-2H-pyran-4-yl]-7-[2-fluoro-4-(trifluoromethyl)phenyl]-2-[(3R)-3-methoxypyrrolidin-1-yl]thiazolo[4,5-d]pyrimidine C1(CC1)N1N=CC(=C1)[C@H]1C=C(CCO1)C=1N=C(C2=C(N1)N=C(S2)N2C[C@@H](CC2)OC)C2=C(C=C(C=C2)C(F)(F)F)F